N[C@@H]1CN(CC[C@@H]1OCC)C(=O)C1=CC2=C(N(C(=N2)C=2N(C3=CC=CC=C3C2)CC)C)C=C1 |r| (+/-)-cis-(3-amino-4-ethoxypiperidin-1-yl)(2-(1-ethyl-1H-indol-2-yl)-1-methyl-1H-benzo[d]imidazol-5-yl)methanone